N1(CCNCC1)C1=C2C=CC=NC2=C(C=C1)NCCCCCCSC1=CC=NC2=CC(=CC=C12)C(F)(F)F 5-(Piperazin-1-yl)-N-(6-((7-(trifluoromethyl)quinolin-4-yl)thio)hexyl)quinolin-8-amine